4-(DIHYDROXYBORYL)-3-METHOXYBENZOIC ACID OB(C1=C(C=C(C(=O)O)C=C1)OC)O